t-Butyl 5-methoxy-4-((5-(4-(methoxycarbonyl)-2-(methylamino)phenyl)-6-azaspiro[2.5]octan-6-yl)methyl)-7-methyl-1H-indole-1-carboxylate COC=1C(=C2C=CN(C2=C(C1)C)C(=O)OC(C)(C)C)CN1C(CC2(CC2)CC1)C1=C(C=C(C=C1)C(=O)OC)NC